O[C@@H]1[C@@H]2[C@]3(CCC(C=C3CC[C@H]2[C@@H]2CC[C@](C(COC3(CO)[C@@H](O)[C@H](O[C@H]4[C@H](O)[C@@H](O)[C@@H](O)[C@H](O4)CO)[C@H](O3)CO)=O)([C@]2(C1)C)O)=O)C (11β)-11,17-dihydroxyl-21-{[4-O-(β-D-galactopyranosyl)-D-fructofuranosyl]oxy}pregna-4-ene-3,20-dione